4-chloro-5-(5-methylthiophen-2-yl)-1H-pyrrolo[2,3-b]pyridine ClC1=C2C(=NC=C1C=1SC(=CC1)C)NC=C2